C1(CC1)COC1=CC(=NC2=CC(=CC=C12)C(=O)O)C1=CC=C(C=C1)C(F)(F)F 4-(cyclopropylmethoxy)-2-(4-(trifluoromethyl)phenyl)quinoline-7-carboxylic acid